N[C@@H](C(=O)N)CCCCNC(COC(CO)CO)COC(CO)CO (R)-2-amino-6-((1,3-bis((1,3-dihydroxypropan-2-yl)oxy)propan-2-yl)amino)hexanamide